NC=1C(=NC(=NC1C1=C2C=NNC2=CC=C1C)C1=C(C=C(C=C1)C(F)(F)F)NC(=O)C1(CC1)C)C(=O)N 5-amino-2-[2-[(1-methylcyclopropanecarbonyl)amino]-4-(trifluoromethyl)phenyl]-6-(5-methyl-1H-indazol-4-yl)pyrimidine-4-carboxamide